OC1=C(C(=O)OCC\C=C/CC)C=CC=C1 (Z)-3-hexenyl 2-hydroxybenzoate